1-butylbenzotriazol C(CCC)N1N=NC2=C1C=CC=C2